1-methyl-4-(4-((6-methylpyridin-2-yl)oxy)phenyl)-1H-pyrrole-3-carboxylic acid ethyl ester C(C)OC(=O)C1=CN(C=C1C1=CC=C(C=C1)OC1=NC(=CC=C1)C)C